NC1=C(C=C2C(=N1)C(CN2C(C)=O)(C)C)C(C21CC(C2)(C1)C(F)(F)F)(F)F 1-(5-amino-6-(difluoro(3-(trifluoromethyl)bicyclo[1.1.1]pentan-1-yl)methyl)-3,3-dimethyl-2,3-dihydro-1H-pyrrolo[3,2-b]pyridin-1-yl)ethan-1-one